dimethyl-zinc dichloride [Cl-].[Cl-].C[Zn]C